ClC1=CC=C(C=C1)S(=O)(=O)\N=C(/NC(CS(N)(=O)=O)C)\N1N=C([C@@H](C1)C1=CC=CC=C1)C1=CC=C(C=C1)F (R,E)-N'-((4-chlorophenyl)sulfonyl)-3-(4-fluorophenyl)-4-phenyl-N-(1-sulfamoylpropan-2-yl)-4,5-dihydro-1H-pyrazole-1-carboximidamide